[2H]CN(S(=O)=O)CC1=CSC2=C1N=C(N=C2N2[C@@H](COCC2)C)C2=C1C(=NC=C2)NC=C1 (R)-N-deuteromethyl-N-(4-(3-methylmorpholinyl)-2-(1H-pyrrolo[2,3-b]pyridin-4-yl)thieno[3,2-d]pyrimidin-7-yl)methylsulfonamide